7-((3S,4S)-4-((2,3-dihydrobenzo[b][1,4]dioxin-6-yl-2,2,3,3-d4)oxy)-3-fluoropiperidin-1-yl)-8,9-dimethyl-4H-pyrimido[1,2-b]pyridazin-4-one O1C2=C(OC(C1([2H])[2H])([2H])[2H])C=C(C=C2)O[C@@H]2[C@H](CN(CC2)C=2C(=C(C=1N(N2)C(C=CN1)=O)C)C)F